C(C)(=O)N1[C@@H](COCC1)CN(C(CC1=NOC(=N1)CN1C(N(C(C1=O)=O)CC1CC1)=O)=O)C1=C(C=CC=C1)OC |r| rac-N-((4-acetylmorpholin-3-yl)methyl)-2-(5-((3-(cyclopropylmethyl)-2,4,5-trioxoimidazolidin-1-yl)methyl)-1,2,4-oxadiazol-3-yl)-N-(2-methoxyphenyl)acetamide